ClC1=NC=CC(=C1)CC1=CC(=C(C(=C1)OC)F)F 2-chloro-4-[(3,4-difluoro-5-methoxyphenyl)methyl]pyridine